4-[(5-Bromo-1-methyl-imidazole-2-carbonyl)amino]-2-chloro-benzoic acid methyl ester COC(C1=C(C=C(C=C1)NC(=O)C=1N(C(=CN1)Br)C)Cl)=O